(4-(2-benzyl-N-((1-ethylpiperidin-4-yl)methyl)-2H-tetrazole-5-carboxamido)phenyl)arsonous acid C(C1=CC=CC=C1)N1N=C(N=N1)C(=O)N(CC1CCN(CC1)CC)C1=CC=C(C=C1)[As](O)O